NC=1C(=CC2=C(OC(O2)(F)F)C1Br)C(=O)O 6-amino-7-bromo-2,2-difluoro-1,3-benzodioxole-5-carboxylic acid